N1(N=CC=C1)CCCCCNC(=O)C1=NOC(=C1)C=1OC=CC1 N-(5-(1H-pyrazol-1-yl)pentyl)-5-(furan-2-yl)isoxazole-3-carboxamide